C1(CC1)[C@H](C)N1C(C2=C(C=C(C=C2C1)C1=C(N=C(S1)NC(C)=O)C(F)F)[S@](=O)C)=O N-(5-(2-((S)-1-cyclopropylethyl)-7-((R)-methylsulfinyl)-1-oxoisoindolin-5-yl)-4-(difluoromethyl)thiazol-2-yl)acetamide